ClC=1N(C(C2=C(N1)C=CN2)=O)C 2-chloro-3-methyl-3,5-dihydro-4H-pyrrolo[3,2-d]pyrimidin-4-one